N-(4,4-difluoropiperidin-3-yl)-2-methyl-5-((2-(trifluoromethyl)pyridin-3-yl)methoxy)benzofuran FC1(C(CNCC1)N1C(C(=CC=C1)COC=1C=CC2=C(C=C(O2)C)C1)C(F)(F)F)F